N1N=C(C2=CC=CC=C12)C=1C=NC=2CCCNC2C1 3-(1H-indazol-3-yl)-5,6,7,8-tetrahydro-1,5-naphthyridine